NC=1C(=NC=C(N1)N1CCC(CC1)(C)N)SC=1C(=C(C=CC1)N1CCN(CC1)CC=1C=C2C(N(C(C2=CC1F)=O)C1C(NC(CC1)=O)=O)=O)Cl 5-((4-(3-((3-amino-5-(4-amino-4-methylpiperidin-1-yl)pyrazin-2-yl)thio)-2-chlorophenyl)piperazin-1-yl)methyl)-2-(2,6-dioxopiperidin-3-yl)-6-fluoroisoindoline-1,3-dione